FC=1C(=C(C=CC1)[C@@H]1C2=C(NC(=C1C(=O)OC)C)COC2=O)[C@H](C)F methyl (S)-4-(3-fluoro-2-((S)-1-fluoroethyl) phenyl)-2-methyl-5-oxo-1,4,5,7-tetrahydrofuro[3,4-b]pyridine-3-carboxylate